C(C)(C)(C)N(C(O)=O)C1=CC(=CC(=C1)NS(=O)(=O)C1=C(C=C(C=C1C(C)C)C(C)C)C(C)C)C(F)(F)F.C(=C)[Si](OC)(OC)OC vinyl-trimethyl-oxysilane Tert-butyl-(3-(trifluoromethyl)-5-((2,4,6-triisopropylphenyl)sulfonamido)-phenyl)carbamate